FC=1C=CC(=C(C(=O)N(C)C(C)C)C1)N1C=C(C=2C1=CN=CC2)[C@@H]2CC[C@H](CC2)N2CCCCC2 5-fluoro-N-isopropyl-N-methyl-2-(3-(trans-4-(piperidin-1-yl)cyclohexyl)-1H-pyrrolo[2,3-c]pyridin-1-yl)benzamide